[(3S)-3-(1H-1,2,4-Triazol-5-yl)pyrrolidin-1-yl]-[3-[2-[3-(trifluoromethyl)azetidin-1-yl]pyrimidin-5-yl]azetidin-1-yl]methanone N1N=CN=C1[C@@H]1CN(CC1)C(=O)N1CC(C1)C=1C=NC(=NC1)N1CC(C1)C(F)(F)F